CN1CCN(CC1)CCCCCCC=1C=CC=CC1 5-(6-(4-methylpiperazine-1-yl)hexyl)benzol